lithio-(4R)-4-methyloxetane-2-carboxylate [Li]C1(O[C@@H](C1)C)C(=O)[O-]